2-(6-{5-chloro-2-[(oxan-4-yl)amino]pyrimidin-4-yl}-1-oxo-2,3-dihydro-1H-isoindol-2-yl)-N-[(1S,2S)-2-hydroxy-1-(6-methoxypyridin-2-yl)propyl]acetamide ClC=1C(=NC(=NC1)NC1CCOCC1)C1=CC=C2CN(C(C2=C1)=O)CC(=O)N[C@H]([C@H](C)O)C1=NC(=CC=C1)OC